4-Anilino-2-(4-carbamoylpiperidin-1-yl)pyrimidine-5-carboxamide N(C1=CC=CC=C1)C1=NC(=NC=C1C(=O)N)N1CCC(CC1)C(N)=O